NC1(COC1)C([2H])([2H])NC1=NC(=NC2=CC=C(C=C12)C)N1CCS(C2=C(C1)C=CC=C2)(=O)=O 4-(4-(((3-aminooxetan-3-yl)methyl-d2)amino)-6-methylquinazolin-2-yl)-2,3,4,5-tetrahydrobenzo[f][1,4]thiazepin-1,1-Dioxide